C1(=C(C(=CC(=C1)O)O)O)O 1,2,3,5-benzenetetraol